C(C1=CC=CC=C1)NS(=O)(=O)C=1C=C(C=CC1)C=1N=C2C(=NC=NC2=CC1)N1CC(N(CC1)C1=CC=CC=C1)=O 4-{6-[m-(benzylaminosulfonyl)phenyl]-1,3,5-triaza-4-naphthyl}-1-phenyl-2-piperazinone